(R)-3,4-Dimethoxyamphetamine COC=1C=C(C[C@H](N)C)C=CC1OC